ONC(C=CC1=CC=CN1C)=O 5-[3-(hydroxyamino)-3-oxo-1-propen-1-yl]-1-methyl-1H-pyrrol